trihydridobis(pentamethylcyclopentadienyl)niobium (V) CC1=C(C(=C(C1(C)[NbH3]C1(C(=C(C(=C1C)C)C)C)C)C)C)C